C(C)OC(C(CC(=O)OCC)CC1=C(C=CC=C1)OC)=O 2-methoxybenzylsuccinic acid diethyl ester